N1(CCOCC1)C(=O)O[C@H]1CC[C@@]2([C@H]3CC[C@@]4([C@H](CC[C@@]4([C@@H]3CC[C@@]2(C1)O)O)C=1C=CC(OC1)=O)C)C (3S,5S,8R,9S,10R,13R,14S,17R)-5,14-dihydroxy-10,13-dimethyl-17-(2-oxo-2H-pyran-5-yl)hexadecahydro-1H-cyclopenta[a]phenanthren-3-yl morpholine-4-carboxylate